BrC=1C=CC2=C(OC(CN2C(CCl)=O)C(=O)N)C1 7-bromo-4-(2-chloroacetyl)-3,4-dihydro-2H-benzo[b][1,4]oxazine-2-carboxamide